C(C)[C@]1(C(OCC=2C(N3CC=4N(C5=CC=C(C=C5C(C4C3=CC21)=O)F)[C@H]2CN(CC2)C2CC1(C2)CCC1)=O)=O)O (S)-4-ethyl-8-fluoro-4-hydroxy-11-((R)-1-(spiro[3.3]heptane-2-yl)pyrrolidin-3-yl)-1H-pyrano[3',4':6,7]indolizino[2,1-b]quinoline-3,6,14(4H,11H,12H)-trione